FC(CN1N=CC=2C1=NC(=NC2)N2CC1(CC2)CN(CC1)C1=CC(=NC=C1)C(F)(F)F)(F)F 2-[1-(2,2,2-trifluoroethyl)-1H-pyrazolo[3,4-d]pyrimidin-6-yl]-7-[2-(trifluoromethyl)pyridin-4-yl]-2,7-diazaspiro[4.4]nonane